butyl glycol acetate CCCCOCCOC(=O)C